2-((4-methoxyphenyl)thio)-1-methyl-5-(2-methylpyridin-3-yl)-7-(trifluoromethyl)-1,5-dihydro-4H-Imidazo[4',5':4,5]pyrido[2,3-d]Pyrimidin-4-one COC1=CC=C(C=C1)SC1=NC2=C(C3=C(N=C(N=C3)C(F)(F)F)N(C2=O)C=2C(=NC=CC2)C)N1C